N-(isopropoxycarbonyl)-O-(3-(2-(5,6,7,8-tetrahydro-1,8-naphthyridin-2-yl)ethyl)cyclobutyl)homoserine C(C)(C)OC(=O)N[C@@H](CCOC1CC(C1)CCC1=NC=2NCCCC2C=C1)C(=O)O